C1(CCCC1)C(C)N1N=CC(=C1)NC(=O)C1=NOC(=C1)C=1OC=CC1 N-(1-(1-cyclopentylethyl)-1H-pyrazol-4-yl)-5-(furan-2-yl)isoxazole-3-carboxamide